7-amino-4-methyl-3,4-dihydronaphthalen-1(2H)-one NC1=CC=C2C(CCC(C2=C1)=O)C